triisoButyl-aluminum C(C(C)C)[Al](CC(C)C)CC(C)C